ethyl 5-bromo-2-oxo-indoline-6-carboxylate BrC=1C=C2CC(NC2=CC1C(=O)OCC)=O